N-nitroso-dimethylamine N(=O)N(C)C